COC(=O)C1CC2(CC(C2)=O)C1 2-oxospiro[3.3]Heptane-6-carboxylic acid methyl ester